Dimethylaminostyryl-Heptyl-Methyl-Thiazolium Iodide [I-].CN(C)C1=C([N+](=C(S1)C)CCCCCCC)C=CC1=CC=CC=C1